FC=1C=C2C=C(C(NC2=CC1)=O)C=1N=NN(C1)C1=CC=C(C=C1)N(C(=O)C1CCOCC1)C tetrahydro-pyran-4-carboxylic acid {4-[4-(6-fluoro-2-oxo-1,2-dihydro-quinolin-3-yl)-[1,2,3]triazol-1-yl]-phenyl}-methyl-amide